4-(4-((1R,5S)-3,8-diazabicyclo[3.2.1]octan-3-yl)-8-fluoro-2-(((2R,7aS)-2-fluorotetrahydro-1H-pyrrolizin-7a(5H)-yl)methoxy)pyrido[4,3-d]pyrimidin-7-yl)naphthalen-2-amine [C@H]12CN(C[C@H](CC1)N2)C=2C1=C(N=C(N2)OC[C@]23CCCN3C[C@@H](C2)F)C(=C(N=C1)C1=CC(=CC2=CC=CC=C12)N)F